2-fluoro-3-(pyridazin-3-yl)prop-2-en-1-one Methyl-2-[(E)-4-(4,4,5,5-tetramethyl-1,3,2-dioxaborolan-2-yl)but-3-enoxy]acetate COC(COCC\C=C\B1OC(C(O1)(C)C)(C)C)=O.FC(C=O)=CC=1N=NC=CC1